C(C)OC(=O)C1=NC(=C(C(=C1)NC1=CC2=C(N(C(N2CC[C@@H](C)O)=O)C)C=C1)C#N)Cl 6-chloro-5-cyano-4-[[3-[(3R)-3-hydroxybutyl]-1-methyl-2-oxo-benzoimidazol-5-yl]amino]pyridine-2-carboxylic acid ethyl ester